ClC=1C=C(C#N)C=CC1C(=O)N1CCC2(C(N3[C@H](O2)CC[C@H]3C3=CC(=CC(=C3)F)F)=O)CC1 3-chloro-4-((5'S,7a'R)-5'-(3,5-difluorophenyl)-3'-oxotetrahydro-3'H-spiro[piperidine-4,2'-pyrrolo-[2,1-b]oxazole]-1-carbonyl)benzonitrile